2',3'-dideoxy-adenosine [C@@H]1(CC[C@@H](CO)O1)N1C=NC=2C(N)=NC=NC12